[N-](S(=O)(=O)C(F)(F)F)S(=O)(=O)C(F)(F)F.C(CCC)[P+](C)(CCCC)CCCC tributylmethylphosphonium bis(trifluoromethanesulfonyl)imide